COC1C(C1)NC(=O)C=1C=C(C2=C(C(CO2)C2=CC=CC=C2)C1)C(=O)NC N5-(2-Methoxycyclopropyl)-N7-methyl-3-phenyl-2,3-dihydrobenzofuran-5,7-dicarboxamid